P(=O)(O)(O)OCC=1C(=NC=CC1)NC(O)=O {3-[(phosphonooxy)methyl]pyridin-2-yl}carbamic acid